C(=O)(O)CC=1C(=C(C(=O)NC2=C(C(=O)O)C=CC=N2)C=C(C1)O)O 2-(3-(carboxymethyl)-2,5-dihydroxybenzoylamino)nicotinic acid